4-Bromo-1-methyl-N,N-diphenyl-1H-pyrazole-5-carboxamide BrC=1C=NN(C1C(=O)N(C1=CC=CC=C1)C1=CC=CC=C1)C